2-(3-Nitro-4-vinyl-1H-pyrazol-1-yl)acetonitrile [N+](=O)([O-])C1=NN(C=C1C=C)CC#N